1-methoxymethyl-2-(7-bromo-3-ethylsulfonyl-quinolin-2-yl)-3-chloro-6-trifluoromethyl-1H-pyrrolo[3,2-b]pyridine COCN1C(=C(C2=NC=C(C=C21)C(F)(F)F)Cl)C2=NC1=CC(=CC=C1C=C2S(=O)(=O)CC)Br